ClC=1C=NN(C1)C[C@H](C)C=1N(C=2C(=C3CC[C@@H](N(C3=CC2)C(=O)OC)C)N1)C1CC2(C1)CCNCC2 methyl (S)-2-((S)-1-(4-chloro-1H-pyrazol-1-yl)propan-2-yl)-7-methyl-3-(7-azaspiro[3.5]nonan-2-yl)-3,7,8,9-tetrahydro-6H-imidazo[4,5-f]quinoline-6-carboxylate